CC1=C(C(=C(C(=C1[2H])[2H])OC)O)[2H] methylguaiacol-3,5,6-d3